CC1(OB(OC1(C)C)C=1C=C(C=CC1)OC(CC)=O)C 3-(4,4,5,5-tetramethyl-1,3,2-dioxaborolan-2-yl)phenyl-propanoate